2-(benzylthio)-4-bromopyridine C(C1=CC=CC=C1)SC1=NC=CC(=C1)Br